C(C1=CC=CC=C1)OC=1C(=NC=C(C1C)C1=CC(=CC=C1)Cl)C#N 3-(benzyloxy)-5-(3-chlorophenyl)-4-methyl-picolinenitrile